(2R,3S)-2-methyl-3-(N-methyl-methanesulfonamido)azetidine-1-carboxylic acid tert-butyl ester C(C)(C)(C)OC(=O)N1[C@@H]([C@H](C1)N(S(=O)(=O)C)C)C